[N+](=O)([O-])C=1C(=CC2=C(OC3=C(O2)C=CC=C3)C1)C(=O)OC methyl 3-nitrodibenzo[b,e][1,4]dioxine-2-carboxylate